5-fluoro-2-morpholinonicotinic acid FC=1C=NC(=C(C(=O)O)C1)N1CCOCC1